5-amino-3-(2-(2-fluorophenyl)quinolin-7-yl)-1-((1s,3s)-3-hydroxy-3-methylcyclobutyl)-1H-pyrazole-4-carboxamide NC1=C(C(=NN1C1CC(C1)(C)O)C1=CC=C2C=CC(=NC2=C1)C1=C(C=CC=C1)F)C(=O)N